(R)-10-((5-chloro-2-((3R,5S)-3-hydroxy-5-methylpiperidin-1-yl)pyrimidin-4-yl)amino)-2-cyclopropyl-7-methyl-1,2,3,4-tetrahydro-[1,4]oxazepino[2,3-c]quinolin-6(7H)-one ClC=1C(=NC(=NC1)N1C[C@@H](C[C@@H](C1)C)O)NC1=CC=2C3=C(C(N(C2C=C1)C)=O)OCC[C@@H](N3)C3CC3